2-isopropyl-4-bromo-5-methylphenol C(C)(C)C1=C(C=C(C(=C1)Br)C)O